(2-(5-methyl-1,3,4-oxadiazol-2-yl)phenyl)methanamine hydrochloride Cl.CC1=NN=C(O1)C1=C(C=CC=C1)CN